[Na+].C(CCCCCC)C1C(C1)C(=O)[O-] 2-heptylcyclopropanecarboxylic acid sodium salt